4-(TRIFLUOROMETHYLTHIO)-BENZENEBORONIC ACID FC(SC1=CC=C(C=C1)B(O)O)(F)F